[P].FC1(CC(C1)(O)CC(=O)N[C@@H](COC(F)F)C1=CC(=CC=C1)OC(F)F)F (R)-2-(3,3-difluoro-1-hydroxycyclobutyl)-N-(2-(difluoromethoxy)-1-(3-(difluoromethoxy)phenyl)ethyl)acetamide phosphorus